OCCC[N+]1=C(C=CC=C1)CCCO 1,2-bis(3-hydroxypropyl)pyridinium